COC(=O)C=1NC=CC1C1CC1 3-cyclopropyl-1H-pyrrole-2-carboxylic acid methyl ester